(S)-1-(4-fluorophenyl)-5-(2-oxo-4-phenyloxazolidine-3-yl)pentane-1,5-dione FC1=CC=C(C=C1)C(CCCC(=O)N1C(OC[C@@H]1C1=CC=CC=C1)=O)=O